4-methoxy-6-(methylsulfonyl)-N-(prop-2-yn-1-yl)pyridin-3-amine COC1=C(C=NC(=C1)S(=O)(=O)C)NCC#C